N-(2-(3-chloro-1-((S)-2-methoxypropyl)-1H-pyrazol-4-yl)pyrimidin-4-yl)-5-isopropyl-8-((2R,3S)-2-methyl-3-((methanesulfonyl)methyl)azetidin-1-yl)isoquinolin-3-amine ClC1=NN(C=C1C1=NC=CC(=N1)NC=1N=CC2=C(C=CC(=C2C1)C(C)C)N1[C@@H]([C@H](C1)CS(=O)(=O)C)C)C[C@H](C)OC